CC=1N=C(N(C1)C(=O)NCCCC(F)(F)F)OCCN1CCN(CC1)C methyl-2-(2-(4-methylpiperazin-1-yl)ethoxy)-N-(4,4,4-trifluorobutyl)-1H-imidazole-1-carboxamide